(±)-1-(8-Fluoro-6-(5-fluoro-2-((5-(piperidin-4-yl)pyridin-2-yl)amino)pyrimidin-4-yl)quinolin-4-yl)ethanol FC=1C=C(C=C2C(=CC=NC12)[C@@H](C)O)C1=NC(=NC=C1F)NC1=NC=C(C=C1)C1CCNCC1 |r|